(2-Acetamido-5-methylpyridin-4-yl)carbamic acid tert-butyl ester C(C)(C)(C)OC(NC1=CC(=NC=C1C)NC(C)=O)=O